tert-butyl 1-(4-((bis(2-oxo-2-((4-(biotinylamino)butyl)amino)ethyl)amino)methyl)phenyl)-1-oxo-5,8,11-trioxa-2-azatetradecan-14-oate O=C(CN(CC(=O)NCCCCNC(CCCC[C@@H]1SC[C@@H]2NC(=O)N[C@H]12)=O)CC1=CC=C(C=C1)C(NCCOCCOCCOCCC(=O)OC(C)(C)C)=O)NCCCCNC(CCCC[C@@H]1SC[C@@H]2NC(=O)N[C@H]12)=O